NCCCOC1=CC=C(C(=O)NCCOCCOCCN=[N+]=[N-])C=C1 4-(3-aminopropoxy)-N-(2-(2-(2-azidoethoxy)ethoxy)ethyl)benzamide